((4-bromobutyl)thio)-5-(2,4-dichlorophenyl)-1,3,4-oxadiazole BrCCCCSC=1OC(=NN1)C1=C(C=C(C=C1)Cl)Cl